FC1=C(C=CC=C1)NC1N(C(C2=CN(C(C(=C2C1)I)=O)C)=O)OCCO ((2-fluorophenyl)amino)-2-(2-hydroxyethoxy)-5-iodo-7-methyl-3,4-dihydro-2,7-naphthyridine-1,6(2H,7H)-dione